ClN1CN=C2C=C(C(=CC2=C1)Br)F 3-chloro-6-bromo-7-fluoroquinazoline